OC1=CC=C(C=C1)C[SH+]CC(=O)C1=CC=CC=C1 (4-hydroxyphenyl)methylphenacylsulfonium